(S)-quinuclidin-3-yl (5-(4-butoxy-3,5-dimethylphenyl)-6-fluoro-2,2-dimethyl-2,3-dihydro-1H-inden-1-yl)carbamat C(CCC)OC1=C(C=C(C=C1C)C=1C=C2CC(C(C2=CC1F)NC(O[C@@H]1CN2CCC1CC2)=O)(C)C)C